FC=1C(=NC=NC1)O 5-fluoropyrimidin-4-ol